[Br-].CN(C(=N)N(C)C)C 1,1,3,3-tetramethyl-guanidine bromide salt